ClC=1C=CC=C2C=C(N=CC12)C=1C=NN(C1)C 8-chloro-3-(1-methyl-1H-pyrazol-4-yl)isoquinoline